4-(4-chloro-2-fluorophenyl)-7-methyl-2-((2r,4s)-2-(2-methyl-4-pyridyl)tetrahydro-2H-pyran-4-yl)pteridine ClC1=CC(=C(C=C1)C1=NC(=NC2=NC(=CN=C12)C)[C@@H]1C[C@@H](OCC1)C1=CC(=NC=C1)C)F